N-benzyloxycarbonyl-2-phosphonoglycine C(C1=CC=CC=C1)OC(=O)NC(C(=O)O)P(=O)(O)O